5-chloro-3-(2-(3-methyl-4-phenylpiperazin-1-yl)-2-oxoethyl)-1H-indole-2-carboxylic acid ClC=1C=C2C(=C(NC2=CC1)C(=O)O)CC(=O)N1CC(N(CC1)C1=CC=CC=C1)C